C1(=CC=CC2=CC=CC=C12)OCC1=C(C=CC=C1)B(O)O [(1-naphthyloxy)methyl]phenylboronic acid